FC(C=1N=C2CC(CN(C2=CC1)C1=CC=C(C=C1)C(F)(F)F)CNC(C)=O)F N-((6-(difluoromethyl)-1-(4-(trifluoromethyl)phenyl)-1,2,3,4-tetrahydro-1,5-naphthyridin-3-yl)methyl)acetamide